6-(4-methoxypyridin-3-yl)-4-methyl-1-(4-((2R,3S)-2-methyl-3-((methylsulfonyl)methyl)azetidin-1-yl)-6-(4-methylpiperazin-1-yl)pyridin-2-yl)-1H-pyrazolo[4,3-c]pyridine COC1=C(C=NC=C1)C1=CC2=C(C(=N1)C)C=NN2C2=NC(=CC(=C2)N2[C@@H]([C@H](C2)CS(=O)(=O)C)C)N2CCN(CC2)C